8-fluoro-3-(2-fluorobenzyl)-5-methyl-7-(piperazin-1-ylmethyl)-3,5-dihydro-4H-pyridazino[4,5-b]indol-4-one FC1=CC=2C3=C(N(C2C=C1CN1CCNCC1)C)C(N(N=C3)CC3=C(C=CC=C3)F)=O